3-({4-[(tert-butyldimethylsilyl)oxy]butoxy}methyl)-4-(4-methylpiperazin-1-yl)aniline [Si](C)(C)(C(C)(C)C)OCCCCOCC=1C=C(N)C=CC1N1CCN(CC1)C